BrC1=CC(=C2NCC(N(C2=C1)C(C)C)=O)F 7-bromo-5-fluoro-1-isopropyl-3,4-dihydroquinoxalin-2(1H)-one